[Cl-].[Cl-].C(C[NH3+])[NH3+] ethane-1,2-diaminium dichloride